tert-butyl 4-(4-bromobenzenesulfonyl)piperidine-1-carboxylate BrC1=CC=C(C=C1)S(=O)(=O)C1CCN(CC1)C(=O)OC(C)(C)C